C(C=C)(=O)O.C(C=C)(=O)O.C(C=C)(=O)O.C(C=C)(=O)O.C(CCCC)O amyl alcohol tetraacrylate